ClC=1C(=NN2C1C=C(C=C2)OC2=NC=C(C=C2OCC(F)(F)F)F)C(=O)NC2(CCS(CC2)(=O)=O)C 3-Chloro-5-((5-fluoro-3-(2,2,2-trifluoroethoxy)pyridin-2-yl)oxy)-N-(4-methyl-1,1-dioxidotetrahydro-2H-thiopyran-4-yl)pyrazolo[1,5-a]pyridine-2-carboxamide